(S)-1-phenylethanol C1(=CC=CC=C1)[C@H](C)O